5-(difluoromethyl)-N-[4-[[2-(trifluoromethyl)imidazo[1,2-a]pyridin-5-yl]amino]cyclohexyl]-1-(2-trimethylsilyl-ethoxymethyl)pyrazole-4-carboxamide FC(C1=C(C=NN1COCC[Si](C)(C)C)C(=O)NC1CCC(CC1)NC1=CC=CC=2N1C=C(N2)C(F)(F)F)F